C(C1=CC=CC=C1)C1(CC(=NO1)COCC=1C=C(C=CC1)C1=C(C=CC=C1)OC)C(=O)O 5-Benzyl-3-(2'-methoxy-biphenyl-3-ylmethoxymethyl)-4,5-dihydro-isoxazole-5-carboxylic acid